4-[2-[[(R)-[(3R)-7-(1-methylpyrazol-4-yl)-2-oxo-1H-pyrido[2,3-b][1,4]oxazin-3-yl]-phenyl-methyl]amino]ethyl]benzonitrile CN1N=CC(=C1)C1=CC2=C(O[C@@H](C(N2)=O)[C@@H](C2=CC=CC=C2)NCCC2=CC=C(C#N)C=C2)N=C1